CN(C(=O)C1=C(OC=2N=CN=C(C21)NC2(CC2)C)C)CC=2SC(=CN2)C N,6-dimethyl-N-[(5-methyl-1,3-thiazol-2-yl)methyl]-4-[(1-methylcyclopropyl)amino]furo[2,3-d]pyrimidine-5-carboxamide